[Si](C1=CC=CC=C1)(C1=CC=CC=C1)(C(C)(C)C)OC1=CC=C(CCNC2=C(C=C(C(=O)N)C=C2[N+](=O)[O-])OC)C=C1 4-((4-((tert-Butyldiphenylsilyl)oxy)phenethyl)amino)-3-methoxy-5-nitrobenzamide